((tetrahydrofuran-2-yl)methyl)-7,9-dihydro-8H-purin-8-one O1C(CCC1)CC1=NC=C2NC(NC2=N1)=O